5-(1-acryloylpiperidin-4-ylamino)-4-(3,5-dimethoxyphenylethynyl)-7H-pyrrolo[2,3-d]pyrimidine C(C=C)(=O)N1CCC(CC1)NC1=CNC=2N=CN=C(C21)C#CC2=CC(=CC(=C2)OC)OC